NCCNS(=O)(=O)C=1C(=C(C(=CC1)N1CCC(CC1)(O)CN)C=1N=NNN1)S(=O)(=O)N N1-(2-aminoethyl)-4-(4-(aminomethyl)-4-hydroxypiperidin-1-yl)-3-(2H-tetrazol-5-yl)benzene-1,2-disulfonamide